O4-tert-butyl (2R)-2-(acetamidocarbamoyl)piperazine-1,4-dicarboxylate C(C)(=O)NNC(=O)[C@@H]1N(CCN(C1)C(=O)OC(C)(C)C)C(=O)[O-]